COC1=CC=C(C=C1)/C=C/C(=O)N(C1=CC=CC=C1)CCSC (E)-3-(4-Methoxyphenyl)-N-(2-methylsulfanylethyl)-N-phenyl-prop-2-enamid